ClC=1C(=CC=C2C=C(C=C(C12)C1=CC=C2C(=NC(=NC2=C1F)OC[C@]12CCCN2C[C@@H](C1)F)N1CCOCC(C1)(O)C)O)F 4-(7-(8-Chloro-7-fluoro-3-hydroxynaphthalen-1-yl)-8-fluoro-2-(((2R,7aS)-2-fluorotetrahydro-1H-pyrrolizin-7a(5H)-yl)methoxy)quinazolin-4-yl)-6-methyl-1,4-oxazepan-6-ol